4-((S)-3-cyclohexylmorpholinyl)-2-((S)-2-(hydroxymethyl)morpholinyl)quinazolin-6-yl-6-methyl-1,6-dihydro-7H-pyrrolo[2,3-c]pyridin-7-one C1(CCCCC1)[C@@H]1N(CCOC1)C1=NC(=NC2=CC=C(C=C12)N1C=CC2=C1C(N(C=C2)C)=O)N2C[C@H](OCC2)CO